tert-butyl 4-[6-(benzylcarbamoyl)-2-[[(2S)-1-methylpyrrolidin-2-yl]methoxy]pyrimidin-4-yl]piperazine-1-carboxylate C(C1=CC=CC=C1)NC(=O)C1=CC(=NC(=N1)OC[C@H]1N(CCC1)C)N1CCN(CC1)C(=O)OC(C)(C)C